CN1CC(CCC1)C1CN(C1)C=1N=CC(=NC1)C(=O)N 5-(3-(1-methylpiperidin-3-yl)azetidin-1-yl)pyrazine-2-carboxamide